CN1CCN(CC1)C1=NC=CC(=C1)[N+](=O)[O-] 1-methyl-4-(4-nitropyridin-2-yl)piperazine